2-(2-chlorophenyl)-N-[3'-fluoro-5'-(2-hydroxypropan-2-yl)-2-sulfamoylbiphenyl-4-yl]acetamide ClC1=C(C=CC=C1)CC(=O)NC1=CC(=C(C=C1)C1=CC(=CC(=C1)C(C)(C)O)F)S(N)(=O)=O